C1(CCCC1)[C@@H](C(=O)N([C@@H](CC(=O)O)C(=O)N(C)C)CCC1=CC=CC=C1)N(C)C(=O)OCC1C2=CC=CC=C2C=2C=CC=CC12 (3S)-3-[[(2S)-2-cyclopentyl-2-[9H-fluoren-9-ylmethoxycarbonyl(methyl)amino]acetyl]-(2-phenylethyl)amino]-4-(dimethylamino)-4-oxo-butanoic acid